FC1(CCN(CC1)C1=C(C=CC(=N1)C1=NN=C(O1)C1=C(C=C(C=C1)NS(=O)(=O)CCO)N1CCC2(CC2)CC1)OCCO)F N-(4-(5-(6-(4,4-difluoropiperidin-1-yl)-5-(2-hydroxyethoxy)pyridin-2-yl)-1,3,4-oxadiazol-2-yl)-3-(6-azaspiro[2.5]oct-6-yl)phenyl)-2-hydroxyethane-1-sulfonamide